C1(CC1)C1=C(C(=NO1)C1=C(C=NC=C1Cl)Cl)/C=C/C1C2CN(CC12)C1=NN=C(O1)C=1C=C(C(=O)O)C=CC1 (E)-3-(5-(6-(2-(5-cyclopropyl-3-(3,5-dichloropyridin-4-yl)isoxazol-4-yl)vinyl)-3-azabicyclo[3.1.0]hex-3-yl)-1,3,4-oxadiazol-2-yl)benzoic acid